NC=1C2=C(N=CN1)C(=NC(=C2)N(C([2H])([2H])[2H])C2CC2)C=2C(=C(C=CC2C)O)C 3-(4-amino-6-(cyclopropyl(methyl-d3)amino)pyrido[3,4-d]pyrimidin-8-yl)-2,4-dimethylphenol